C1N(CC2=CN=C3CCCC3=C12)C(CC1CN(C1)C1=CC(=NC=C1)C(F)(F)F)=O 1-(3,6,7,8-Tetrahydro-1H-2,5-diaza-as-indacen-2-yl)-2-[1-(2-trifluoromethyl-pyridin-4-yl)-azetidin-3-yl]-ethanone